FC=1C=C2C(C[C@H]([C@@H](C2=CC1F)NC(=O)NC=1C(=NC(=C(C1)C)C1=CC=C(C=C1)CO)C1=CC=CC=C1)O)(C)C ((1r,2r)-6,7-difluoro-2-hydroxy-4,4-dimethyl-1,2,3,4-tetrahydronaphthalen-1-yl)-3-(6-(4-(hydroxymethyl)phenyl)-5-methyl-2-phenylpyridin-3-yl)urea